ClC=1C=CC(=C(C1)C1=CC(NC=C1OC)=O)N1N=NC(=C1)C(F)(F)F 4-(5-chloro-2-(4-(trifluoromethyl)-1H-1,2,3-triazol-1-yl)phenyl)-5-methoxy-2-pyridone